N1C=NC2=C1C=C(C=C2)CN(C2=CC(=NC=C2)COCCOCCN2CCOCC2)CC2=CC(=CC=C2)OC N-((1H-benzo[d]imidazol-6-yl)methyl)-N-(3-methoxybenzyl)-2-((2-(2-morpholinoethoxy)ethoxy)methyl)pyridin-4-amine